FC1(CN(CCC1)C1=NC(=CC(=N1)C(=O)NNC(C1=C(C=C(C=C1)I)N1CCC2(CC2)CC1)=O)C)F 2-(3,3-Difluoropiperidin-1-yl)-N'-(4-iodo-2-(6-azaspiro[2.5]octane-6-yl)benzoyl)-6-Methylpyrimidine-4-carbohydrazide